N1(N=CN=C1)C(C(=O)OC=1C(=C(O)C(=CC1CC1=C(C(=CC(=C1)C)C)O)CC1=C(C(=CC(=C1)C)C)O)CC1=C(C(=CC(=C1)C)C)O)C 2,4,6-tris(3,5-dimethyl-2-hydroxybenzyl)resorcinol 3-(1H-1,2,4-triazol-1-yl)propanoate